C(#N)CC(=O)C=1C=NN(C1)C(=CC#N)C1CCCC1 3-(4-(2-cyano-acetyl)-1H-pyrazol-1-yl)-3-cyclopentyl-acrylonitrile